5-(2-aminopyridin-3-yl)indolin-2-one NC1=NC=CC=C1C=1C=C2CC(NC2=CC1)=O